[2-ethoxy-4-(trifluoro-methyl)-phenyl]-methanol C(C)OC1=C(C=CC(=C1)C(F)(F)F)CO